(S)-2-((7-((4-chloro-2-fluorophenoxy)methyl)-3,4-dihydroisoquinolin-2(1H)-yl)methyl)-1-((oxetan-2-yl)methyl)-1H-benzo[d]imidazole-6-carboxylic acid tert-butyl ester C(C)(C)(C)OC(=O)C=1C=CC2=C(N(C(=N2)CN2CC3=CC(=CC=C3CC2)COC2=C(C=C(C=C2)Cl)F)C[C@H]2OCC2)C1